CO[C@H]1[C@@H](C2=CC=CC=C2C1)NCC1=NC=C(C=C1)C(F)(F)F (1R,2R)-2-methoxy-N-((5-(trifluoromethyl)pyridin-2-yl)methyl)-2,3-dihydro-1H-inden-1-amine